N-ethyl-N-(2,2,2-trifluoro-1-(4-fluorophenyl)ethyl)-[1,2,4]triazolo[4,3-c]pyrimidine-7-sulfonamide C(C)N(S(=O)(=O)C1=CC=2N(C=N1)C=NN2)C(C(F)(F)F)C2=CC=C(C=C2)F